2-(4-bromopyrazol-1-yl)pyridine BrC=1C=NN(C1)C1=NC=CC=C1